IC=1C=C2C=CC(OC2=CC1OCOCCOC)(C)C 6-iodo-7-((2-methoxyethoxy)methoxy)-2,2-dimethyl-2H-chromen